(rac)-2'-[6-amino-5-(trifluoromethyl)pyridin-3-yl]-N-(1-phenylcyclobutyl)-5',6'-dihydrospiro[pyrrolidine-3,4'-pyrrolo[1,2-b]pyrazole]-1-carboxamide NC1=C(C=C(C=N1)C=1C=C2N(N1)CC[C@]21CN(CC1)C(=O)NC1(CCC1)C1=CC=CC=C1)C(F)(F)F |r|